diaminobenzenedinitrile NC=1C(=C(C(=CC1)C#N)C#N)N